C1(=CC=CC=C1)C1([C@H]2N(B(O1)C)CCC2)C2=CC=CC=C2 (S)-5,5-diphenyl-2-methyl-3,4-propano-1,3,2-oxazaborolidine